FC=1C(=NC(=NC1)N[C@@H]1CC[C@H](CC1)C(=O)O)C1=CC(=CC=C1)C1=CC=CC=C1 trans-4-[[5-fluoro-4-(3-phenylphenyl)pyrimidin-2-yl]amino]cyclohexanecarboxylic acid